tert-butyl (S)-2-((4-(4-(4-fluorobicyclo[4.2.0]octa-1(6),2,4-trien-7-yl)-5-oxo-4,5-dihydro-1,2,4-oxadiazol-3-yl)-1,2,5-oxadiazol-3-yl)oxy)acetate FC=1C=CC=2C[C@@H](C2C1)N1C(=NOC1=O)C=1C(=NON1)OCC(=O)OC(C)(C)C